C(=O)O.C(=O)O.C[C@@H]1CN(C[C@@H](N1)C)C1=C2C(=NC=C1)N(CC2)C(=O)NC2=CC1C(C(=N2)OC)=NN(C1)C 4-((3R,5S)-3,5-dimethylpiperazin-1-yl)-N-(7-methoxy-2-methyl-3,3a-dihydro-2H-pyrazolo[3,4-c]pyridin-5-yl)-2,3-dihydro-1H-pyrrolo[2,3-b]pyridine-1-carboxamide diformate